sulfur (nitrate) [N+](=O)([O-])[O-].[S+2].[N+](=O)([O-])[O-]